(2,6-diphenylpyridin-4-yl)pinacol C1(=CC=CC=C1)C1=NC(=CC(=C1)CC(O)(C)C(C)(C)O)C1=CC=CC=C1